Dimethyl (1R,3aR)-8-bromo-1-(2,5-dioxopyrrolidin-1-yl)-1,2-dihydropyrrolo[1,2-a]quinoline-3,3(3aH)-dicarboxylate BrC1=CC=C2C=C[C@H]3N(C2=C1)[C@@H](CC3(C(=O)OC)C(=O)OC)N3C(CCC3=O)=O